benzyl N-(but-3-en-1-yl)carbamate C(CC=C)NC(OCC1=CC=CC=C1)=O